1-(1H-Benzimidazol-5-yl)-5-{3-fluoro-4-[5-(trifluoromethyl)thiophen-3-yl]phenyl}-imidazolidin-2-one N1C=NC2=C1C=CC(=C2)N2C(NCC2C2=CC(=C(C=C2)C2=CSC(=C2)C(F)(F)F)F)=O